ISOTHIAZOLO[3,4-B]PYRIDIN N=1SC=C2C1N=CC=C2